NC1=NC=CC2=C1CCC2NC(=O)C=2N=NN(C2)CC=2N=C1N(C=C(C=C1C#N)C1CC1)C2 N-(1-amino-6,7-dihydro-5H-cyclopenta[c]pyridin-5-yl)-1-((8-cyano-6-cyclopropylimidazo[1,2-a]pyridin-2-yl)methyl)-1H-1,2,3-triazole-4-carboxamide